2-fluoro-N-[2-(methylamino)ethyl]benzamide FC1=C(C(=O)NCCNC)C=CC=C1